ClC=1C=NC(=NC1)N1CCC(CC1)CCCOC1=CC(=C(C=C1)CC(=O)N1CC2(C1)C(CC2)NC[C@@H]([C@@H]([C@@H](CO)O)O)O)F 2-(4-(3-(1-(5-chloropyrimidin-2-yl)piperidin-4-yl)propoxy)-2-fluorophenyl)-1-(5-(((2S,3S,4R)-2,3,4,5-tetrahydroxypentyl)amino)-2-azaspiro[3.3]heptan-2-yl)ethan-1-one